2-(isocyanatomethyl)3-(3-isocyanatopropyl)-6-(isocyanatomethyl)bicyclo[2.2.1]heptane N(=C=O)CC1C2C(CC(C1CCCN=C=O)C2)CN=C=O